ClC=1C(=C(SC1)C(F)F)NC(=O)C1=CN=C(S1)NC1=NC(=NC(=C1)N1CCN(CC1)CCO)C N-(4-chloro-2-(difluoromethyl)thiophen-3-yl)-2-((6-(4-(2-hydroxyethyl)piperazin-1-yl)-2-methylpyrimidin-4-yl)amino)thiazole-5-carboxamide